dimethyl 2,3-di-sec-butyl-2-cyano-butanedioate C(C)(CC)C(C(=O)OC)(C(C(=O)OC)C(C)CC)C#N